6-(4-methoxyphenyl)-1,3,5-triazine sodium salt [Na].COC1=CC=C(C=C1)C1=NC=NC=N1